4-propyl-1-{[2-thien-2-yl-5-(trifluoromethyl)-1H-benzimidazol-1-yl]methyl}pyrrolidin-2-one C(CC)C1CC(N(C1)CN1C(=NC2=C1C=CC(=C2)C(F)(F)F)C=2SC=CC2)=O